5-chloro-N-((4R,5S,7R,8R,9S,10R)-8,10-dihydroxy-7-(hydroxymethyl)-9-(4-(3,4,5-trifluorophenyl)-1H-1,2,3-triazol-1-yl)-1,6-dioxaspiro[4.5]dec-4-yl)-1-naphthacenecarboxamide ClC1=C2C=CC=C(C2=CC2=CC3=CC=CC=C3C=C12)C(=O)N[C@@H]1CCO[C@]12O[C@@H]([C@@H]([C@@H]([C@H]2O)N2N=NC(=C2)C2=CC(=C(C(=C2)F)F)F)O)CO